diethyl 2-[(1S)-1-(5-chloro-1-methyl-pyrazol-4-yl)-2-(dihydroxyamino) ethyl]propanedioate ClC1=C(C=NN1C)[C@@H](CN(O)O)C(C(=O)OCC)C(=O)OCC